C(C)C=1C(NC=2C=C(C=NC2C1)CN1C[C@H](CC1)OC=1C=CC(=NC1)C(=O)NC)=O 5-{[(3S)-1-[(7-ethyl-6-oxo-5H-1,5-naphthyridin-3-yl)methyl]pyrrolidin-3-yl]oxy}-N-methylpyridine-2-carboxamide